NCC1=NNC(C2=CC=C(C=C12)C=1C=NN(C1C#N)C)=O 4-(4-(aminomethyl)-1-oxo-1,2-dihydrophthalazin-6-yl)-1-methyl-1H-pyrazole-5-carbonitrile